(3aR,6aS)-tert-butyl 5-hydroxy-3a-methylhexahydrocyclopenta[c]pyrrole-2(1H)-carboxylate OC1C[C@@]2([C@@H](CN(C2)C(=O)OC(C)(C)C)C1)C